1-(6-(4,4-difluorobutyl)-3-(2,3-dihydrobenzofuran-5-yl)pyrazin-2-yl)piperidine-4-carboxylic acid FC(CCCC1=CN=C(C(=N1)N1CCC(CC1)C(=O)O)C=1C=CC2=C(CCO2)C1)F